C(O)(O)=O.C(=O)(C=C)OCC=C acryl oxymethyl ethylene carbonate